BrC=1C(=C(C=CC1)CNC(OC(C)(C)C)=O)Cl tert-butyl N-[(3-bromo-2-chloro-phenyl)methyl]carbamate